5-(4,4,5,5-tetramethyl-1,3,2-dioxaborolan-2-yl)pyrimidin-2-ylpiperazine-1-carboxylate CC1(OB(OC1(C)C)C=1C=NC(=NC1)OC(=O)N1CCNCC1)C